CN(C(OC(C)(C)C)=O)[C@@H]1CN(CC1)CC1=CC(=CC(=C1)[N+](=O)[O-])N1C=NC(=C1)C tert-butyl (S)-methyl(1-(3-(4-methyl-1H-imidazol-1-yl)-5-nitrobenzyl)pyrrolidin-3-yl)carbamate